CC1=NN2C(C(=CC(=C2)C2=C(C3=C(N2)SC(=C3C)C(=O)OC)C(C)C)C)=N1 methyl 5-(2,8-dimethyl-[1,2,4]triazolo[1,5-a]pyridin-6-yl)-4-isopropyl-3-methyl-6H-thieno[2,3-b]pyrrole-2-carboxylate